Phenylmethyldimeth-oxysilan C1(=CC=CC=C1)C[SiH](OC)OC